3-carboxybenzophenone sodium salt [Na+].C(=O)([O-])C=1C=C(C(=O)C2=CC=CC=C2)C=CC1